C(C1=CC=CC=C1)N(C1CCC(CC1)N(C(=O)N1CC(C2=NC=CC=C21)(C)C)C)C N-((1r,4r)-4-(benzyl(methyl)amino)cyclohexyl)-N,3,3-trimethyl-2,3-dihydro-1H-pyrrolo[3,2-b]pyridine-1-carboxamide